(R)-6-((1-((1-(2-Aminopropoxy)-2-methylpropan-2-yl)sulfonyl)cyclopropyl)methyl)-N-(4-cyanobenzyl)-1-methyl-7-oxo-4,5,6,7-tetrahydro-1H-pyrazolo[3,4-c]pyridine-3-carboxamide N[C@@H](COCC(C)(C)S(=O)(=O)C1(CC1)CN1C(C2=C(CC1)C(=NN2C)C(=O)NCC2=CC=C(C=C2)C#N)=O)C